trans-7-methyl-1,3-diazaspiro[4.6]undecane-2,4-dione CC1CC2(C(NC(N2)=O)=O)CCCC1